C1C(CCCCCCCCCCCCCC)O1 1,2-epoxyhexadecane